4-(6-methoxypyridin-3-yl)piperazin-1-ylaniline COC1=CC=C(C=N1)N1CCN(CC1)NC1=CC=CC=C1